C(C)(=O)N1CCN(CC1)C1=C(C=C(C(=C1)OC)NC1=NC=C(C(=N1)N1N=CC(=C1)CN1CCC1)C)NC(C=C)=O N-(2-(4-acetylpiperazin-1-yl)-5-(4-(4-(azetidin-1-ylmethyl)-1H-pyrazol-1-yl)-5-methylpyrimidin-2-ylamino)-4-methoxyphenyl)acrylamide